FC([C@@H](C1=CC=C(C=C1)F)N1N=CC(=C1)C1=NC(=NC=C1)C1=C(C=2N(C=C1)N=C(N2)N2C(=CC=C2C)C)C)(C)F (R)-7-(4-(1-(2,2-difluoro-1-(4-fluorophenyl)propyl)-1H-pyrazol-4-yl)pyrimidin-2-yl)-2-(2,5-dimethyl-1H-pyrrol-1-yl)-8-methyl-[1,2,4]triazolo[1,5-a]pyridine